FC(C(=O)[O-])(F)F.C[NH+](CCC)C N,N-Dimethyl-1-propanaminium trifluoroacetat